C1(=CC=CC=C1)CCC(=O)NC=1C=C2N=CC=NC2=CC1 3-phenyl-N-(quinoxaline-6-yl)propanamide